23H-porphyrin tetra-p-toluenesulfonate CC1=CC=C(C=C1)S(=O)(=O)O.CC1=CC=C(C=C1)S(=O)(=O)O.CC1=CC=C(C=C1)S(=O)(=O)O.CC1=CC=C(C=C1)S(=O)(=O)O.C12=CC=C(N1)C=C1C=CC(=N1)C=C1C=CC(N1)=CC=1C=CC(N1)=C2